tert-butyl 5-methoxy-4-{[(2S,4S)-2-[4-(methoxycarbonyl) phenyl]-4-[(methylsulfamoyl) amino] piperidin-1-yl] methyl}-7-methyl-1H-indole-1-carboxylate COC=1C(=C2C=CN(C2=C(C1)C)C(=O)OC(C)(C)C)CN1[C@@H](C[C@H](CC1)NS(NC)(=O)=O)C1=CC=C(C=C1)C(=O)OC